6-[(E)-but-2-enyl]-1-(p-toluenesulfonyl)-4-(4,4,5,5-tetramethyl-1,3,2-dioxaborolan-2-yl)pyrrolo[2,3-c]pyridin-7-one C(\C=C\C)N1C(C2=C(C(=C1)B1OC(C(O1)(C)C)(C)C)C=CN2S(=O)(=O)C2=CC=C(C)C=C2)=O